C(C)(C)(C)OC(=O)NC[C@H](C(CC)C)N1C(=CC2=C1N=C(N=C2)Cl)C(=O)O 7-[(1S)-1-[(tert-butoxycarbonylamino)methyl]-2-methyl-butyl]-2-chloro-pyrrolo[2,3-d]pyrimidine-6-carboxylic acid